ClC=1C=CC=N(C1)=O 5-Chloro-1-oxo-1λ5-pyridin